C(C)(C)OC1=C(C=C(C=C1)S(F)(F)(F)(F)F)[N+](=O)[O-] 1-isopropoxy-2-nitro-4-(pentafluorosulfanyl)benzene